BrC1=C(C=C2C(=N1)C=NN2C(C)=O)C 1-(5-bromo-6-methyl-1H-pyrazolo[4,3-b]pyridin-1-yl)ethan-1-one